C12CN(CC(CC1)N2)C2(CC2)COC=2N=C(C1=C(N2)CN(CC1)C1=CC=CC2=CC=CC(=C12)C)N1C[C@@H](N(CC1)C=CC)CC#N ((2S)-4-(2-((1-(3,8-diazabicyclo[3.2.1]oct-3-yl)cyclopropyl)methoxy)-7-(8-methylnaphthalen-1-yl)-5,6,7,8-tetrahydropyrido[3,4-d]pyrimidin-4-yl)-1-propenylpiperazin-2-yl)acetonitrile